3-(2-fluoro-4-(2,2,2-trifluoroethoxy)phenyl)-8-methoxy-2-(trifluoromethyl)-4H-pyrido[1,2-a]pyrimidin-4-one FC1=C(C=CC(=C1)OCC(F)(F)F)C1=C(N=C2N(C1=O)C=CC(=C2)OC)C(F)(F)F